FC(C1=NN=C(S1)NC(=O)C1=NN2C(C(N(CC2)CC2=NC=CC=C2F)=O)=C1Br)(F)F 3-bromo-5-(3-fluoropyridin-2-ylmethyl)-4-oxo-4,5,6,7-tetrahydropyrazolo[1,5-a]pyrazine-2-carboxylic acid (5-trifluoromethyl[1,3,4]thiadiazol-2-yl)amide